ethyl (3-(2-methoxyphenyl)thiazol-2(3H)-ylidene)carbamate COC1=C(C=CC=C1)N1C(SC=C1)=NC(OCC)=O